5-chloro-3-(2,5-DIMETHYLPHENYL)indolin-2-one ClC=1C=C2C(C(NC2=CC1)=O)C1=C(C=CC(=C1)C)C